Pyrrole-2-carboxylic acid benzyl ester C(C1=CC=CC=C1)OC(=O)C=1NC=CC1